(5R)-2-(2,2-dimethyl-2,3-dihydro-1-benzofuran-7-carbonyl)-9,9-dimethyl-8-oxo-2-azaspiro[4.5]dec-6-ene-7-carbonitrile CC1(OC2=C(C1)C=CC=C2C(=O)N2C[C@]1(CC2)C=C(C(C(C1)(C)C)=O)C#N)C